ClC1=NC=CC(=N1)NCCCC1=C2CN(C(C2=CC=C1)=O)C1C(NC(CC1)=O)=O 3-(4-(3-((2-chloropyrimidin-4-yl)amino)propyl)-1-oxoisoindolin-2-yl)piperidine-2,6-dione